4-bromo-3-fluoro-2-methoxy-aniline BrC1=C(C(=C(N)C=C1)OC)F